N[C@H](C(=O)O)CCS(=O)(=O)CC1=CC=CC=C1 (S)-2-amino-4-(benzylsulfonyl)butanoic acid